5-bromo-3-[1-(trifluoromethyl)cyclopropyl]-1H-1,2,4-triazole BrC1=NC(=NN1)C1(CC1)C(F)(F)F